OCCS(=O)(=O)NC1=CC=C(C(=O)N)C=C1 4-(2-Hydroxyethanesulfonylamino)benzamide